N1CC(C1)S(=O)(=O)C1=CC=C(OCC2CC(N(C2)CCC=2C=C(C#N)C=C(C2)Cl)C)C=C1 3-[2-(4-{[4-(azetidine-3-sulfonyl)phenoxy]methyl}-2-methylpyrrolidin-1-yl)ethyl]-5-chlorobenzonitrile